tert-butyl 7-(4-((2-fluoro-3-methyl-4-((1-methyl-1H-benzo[d]imidazol-5-yl)oxy)phenyl)amino)pyrido[3,2-d]pyrimidin-6-yl)-3-oxa-9-azabicyclo[3.3.1]nonane-9-carboxylate FC1=C(C=CC(=C1C)OC1=CC2=C(N(C=N2)C)C=C1)NC=1C2=C(N=CN1)C=CC(=N2)C2CC1COCC(C2)N1C(=O)OC(C)(C)C